CC=1C=C(C(=CC1)C1=CC=CC=C1)C(=O)OC(=O)C=1C(=CC=C(C1)C)C1=CC=CC=C1 4-methylbiphenyl-2-carboxylic acid anhydride